COC1=CC=C(C=C1)C=CC1=CC(=C(C(=C1)OC)OC)OC 1-(4-Methoxyphenyl)-2-(3,4,5-trimethoxyphenyl)ethene